Cl.NC1=CC=C(C(=O)N2C(CC2)C(=O)NC=2SC=C(N2)C2=CC(=CC=C2)C2=CC(=NC(=C2)C)C)C=C1 1-(4-aminobenzoyl)-N-(4-(3-(2,6-dimethylpyridin-4-yl)phenyl)thiazol-2-yl)azetidine-2-carboxamide hydrochloride